Ethyl 2-[6-(difluoromethyl) pyridin-3-yl]-3-methyl-5-nitrobenzoate FC(C1=CC=C(C=N1)C1=C(C(=O)OCC)C=C(C=C1C)[N+](=O)[O-])F